(S)-N-(2-(1-(3,5'-dichloro-4-((3,5-difluoropyridin-2-yl)methoxy-d2)-6-methyl-2-oxo-2H-[1,4'-bipyridyl]-2'-yl)-4-fluoro-1H-pyrazol-3-yl)propan-2-yl)acetamide ClC=1C(N(C(=CC1OC([2H])([2H])C1=NC=C(C=C1F)F)C)C1=CC(=NC=C1Cl)N1N=C(C(=C1)F)C(C)(C)NC(C)=O)=O